7-(2-(4-methylpiperazin-1-yl)pyrimidin-5-yl)pyrido[4,3-d]pyrimidine-2,4-diamine CN1CCN(CC1)C1=NC=C(C=N1)C1=CC=2N=C(N=C(C2C=N1)N)N